(1S,2S,3S,4R)-3-[(1S)-1-acetamido-2-ethyl-butyl]-4-(diaminomethylideneamino)-2-hydroxy-cyclopentane-1-carboxylic acid C(C)(=O)N[C@@H](C(CC)CC)[C@@H]1[C@@H]([C@H](C[C@H]1N=C(N)N)C(=O)O)O